CC1(C=C)CC=CC=C1 L-1-methyl-styrene